2,5-Dioxopyrrolidin-1-yl 5,5-dimethoxyvalerate COC(CCCC(=O)ON1C(CCC1=O)=O)OC